C1(CC1)C1=C(CN2C(N([C@H](C=3C2=CNN3)C)C3CCN(CC3)C3=C(C=CC=C3C)F)=O)C=CC=C1 (S)-4-(2-Cyclopropyl-benzyl)-6-[1-(2-fluoro-6-methyl-phenyl)-piperidin-4-yl]-7-methyl-2,4,6,7-tetrahydro-pyrazolo[4,3-d]pyrimidin-5-one